2'-(1H-1,3-benzodiazol-2-yl)-5'-chloro-N2-methanesulfonyl-N4-[(1R)-1-phenylbutyl]-[1,1'-biphenyl]-2,4-dicarboxamide N1C(=NC2=C1C=CC=C2)C2=C(C=C(C=C2)Cl)C=2C(=CC(=CC2)C(=O)N[C@H](CCC)C2=CC=CC=C2)C(=O)NS(=O)(=O)C